4-(3-((5-cyclopropyl-2-((3-methyl-1-(8-methyl-8-azabicyclo[3.2.1]octan-3-yl)-1H-pyrazol-4-yl)amino)pyrimidin-4-yl)amino)propyl)-1,4-oxazepan-5-one C1(CC1)C=1C(=NC(=NC1)NC=1C(=NN(C1)C1CC2CCC(C1)N2C)C)NCCCN2CCOCCC2=O